BrC1=CN=C(C2=CC=CC=C12)N1N=NC=C1 4-Bromo-1-(1H-1,2,3-triazol-1-yl)isoquinoline